3-amino-4-(7-fluoro-1H-indazol-4-yl)-8-methoxy-6-propan-2-yloxy-1H-1,7-phenanthrolin-2-one NC=1C(NC2=C3C=CC(=NC3=C(C=C2C1C1=C2C=NNC2=C(C=C1)F)OC(C)C)OC)=O